NC1=C(C=C(CNC(OC(C)(C)C)=O)C=C1C)C tert-butyl (4-amino-3,5-dimethylbenzyl)carbamate